ClC=1C(=C2C(=NC1)NC(=N2)C2=CC=C(C=C2)N2CCN(CC2)CCC#N)NC2CCN(CC2)CC 3-[4-(4-{6-Chloro-7-[(1-ethylpiperidin-4-yl)amino]-3H-imidazo[4,5-b]pyridin-2-yl}phenyl)piperazin-1-yl]propanenitrile